ethyl (Z)-2-(3-cyanoindol-1-yl)-3-[(4-methyl-5-oxo-2H-furan-2-yl)oxy]prop-2-enoate C(#N)C1=CN(C2=CC=CC=C12)\C(\C(=O)OCC)=C/OC1OC(C(=C1)C)=O